NC([C@H](CC1C(NN(C1)C)=O)NC(OC(C)(C)C)=O)=O tert-butyl ((S)-1-amino-3-(1-methyl-3-oxopyrazolidin-4-yl)-1-oxopropan-2-yl)carbamate